acryloyloxyeicosyl thiophosphate P(=S)(OCCCCCCCCCCCCCCCCCCCCOC(C=C)=O)([O-])[O-]